O=C1NC(CCC1N1C(C2=CC=CC(=C2C1)C#CCCN1CCN(CC1)C1CCN(CC1)C(=O)OC(C)(C)C)=O)=O tert-Butyl 4-(4-(4-(2-(2,6-dioxopiperidin-3-yl)-1-oxoisoindolin-4-yl)but-3-yn-1-yl)piperazin-1-yl)piperidine-1-carboxylate